COC=1C=C(C=NC1)[C@@H](CC(=O)O)N1N=C(C=C1)CCCC1=NC=2NCCCC2C=C1 (R)-3-(5-methoxypyridin-3-yl)-3-(3-(3-(5,6,7,8-tetrahydro-1,8-naphthyridin-2-yl)propyl)-1H-pyrazol-1-yl)propionic acid